N-methoxy-N-methylspiro[2.3]hexane-1-carboxamide CON(C(=O)C1CC12CCC2)C